C(C)(=O)N1CC(C=2N(C(C(=CC21)CC2=CC=C(C=C2)F)=O)C)(C)C 1-acetyl-6-(4-fluoro-benzyl)-3,3,4-trimethyl-1,2,3,4-tetrahydro-pyrrolo[3,2-b]pyridin-5-one